C(CNC(=O)N)NC(=O)N ethylenedi-urea